CC=1C=C2C(C(NC2=CC1)=O)=NN=C1SCC(N1C1=CC=C(C=C1)F)=O 5-methyl-3-(2-(3-(4-fluorophenyl)-4-oxothiazolidine-2-ylidene)hydrazono)-1H-indol-2-one